CC1=C(CN2C(CN(CC2)CC(C)(C)C)=O)C=CC(=C1)B1OC(C(O1)(C)C)(C)C 1-(2-methyl-4-(4,4,5,5-tetramethyl-1,3,2-dioxaborolan-2-yl)benzyl)-4-neopentylpiperazin-2-one